[N+](=O)([O-])C1=CC=C(C=N1)OCCC1CCN(CC1)C(=O)OC(C)(C)C tert-butyl 4-[2-[(6-nitro-3-pyridyl)oxy]ethyl]piperidine-1-carboxylate